FC1=C(C=C(C(=C1)C(F)(F)F)C1=NN(C=N1)C)NC(=O)N1C2CC(CCC1(C2)C(=O)O)C cis-7-((2-fluoro-5-(1-methyl-1H-1,2,4-triazol-3-yl)-4-(trifluoromethyl)phenyl)carbamoyl)-4-methyl-7-azabicyclo[4.1.1]octane-1-carboxylic acid